ClC=1C=CC(=C2C=NN(C12)CC#N)NC(OC(C)(C)C)=O tert-butyl (7-chloro-1-(cyanomethyl)-1H-indazol-4-yl)carbamate